C(C)(C)(C)OC(=O)N(C1CN(CC1F)C(=O)OCC1=CC=CC=C1)C benzyl 3-((tert-butoxycarbonyl) (methyl)amino)-4-fluoropyrrolidine-1-carboxylate